3-(1'-(5-chloro-4-(((R)-1-(2,4-dichlorophenyl)ethyl)amino)pyrimidin-2-yl)-[3,4'-bipiperidin]-1-yl)cyclobutane-1-carboxylic acid ClC=1C(=NC(=NC1)N1CCC(CC1)C1CN(CCC1)C1CC(C1)C(=O)O)N[C@H](C)C1=C(C=C(C=C1)Cl)Cl